NC=1C(=C2C(=NC1)CCC2)N2CC(CCC2)(C)NC(OC(C)(C)C)=O tert-Butyl [1-(3-amino-6,7-dihydro-5H-cyclopenta[b]pyridin-4-yl)-3-methylpiperidin-3-yl]carbamate